(S)-3-((7-((tert-Butoxycarbonyl)(4-(pyridin-2-yl)benzyl)amino)-3-cyanopyrazolo[1,5-a]pyrimidin-5-yl)amino)piperidine-1-carboxylic acid tert-butyl ester C(C)(C)(C)OC(=O)N1C[C@H](CCC1)NC1=NC=2N(C(=C1)N(CC1=CC=C(C=C1)C1=NC=CC=C1)C(=O)OC(C)(C)C)N=CC2C#N